P(=O)(OOCCCCCCCCCCCCCCCC)(OOCCCCCCCCCCCCCCCC)[O-].[K+] potassium di(cetyloxy) phosphate